BrC=1C=NN(C1C=O)C 4-Bromo-1-methylpyrazole-5-carboxaldehyde